C(C)(C)(C)OC(COC1=C(SC(=C1Cl)Cl)C(=O)OC)=O methyl 3-(2-tert-butoxy-2-oxo-ethoxy)-4,5-dichloro-thiophene-2-carboxylate